2-hydroxy-N-(5-nitro-2-thiazolyl)benzamide OC1=C(C(=O)NC=2SC(=CN2)[N+](=O)[O-])C=CC=C1